tert-butyl (2R,5S)-4-[7-(3-benzyloxy-1-naphthyl)-2-[[(2S)-1-methylpyrrolidin-2-yl]methoxy]-6,8-dihydro-5H-pyrido[3,4-d]pyrimidin-4-yl]-2,5-dimethyl-piperazine-1-carboxylate C(C1=CC=CC=C1)OC=1C=C(C2=CC=CC=C2C1)N1CC=2N=C(N=C(C2CC1)N1C[C@H](N(C[C@@H]1C)C(=O)OC(C)(C)C)C)OC[C@H]1N(CCC1)C